Methyl 5-chloro-1-(3-((6-fluoro-3-((4-methoxybenzyl)thio)naphthalen-1-yl)oxy)propyl)-4-(2-(hydroxymethyl)-5,6-dihydro-4H-pyrrolo[1,2-b]pyrazol-3-yl)-3-methyl-1H-indole-2-carboxylate ClC=1C(=C2C(=C(N(C2=CC1)CCCOC1=CC(=CC2=CC(=CC=C12)F)SCC1=CC=C(C=C1)OC)C(=O)OC)C)C1=C2N(N=C1CO)CCC2